4-(3-fluoroazetidin-1-yl)-N,3-dimethylaniline FC1CN(C1)C1=C(C=C(NC)C=C1)C